CCCCCCCCCCCCC/C=C/[C@H]([C@H](COC1[C@@H]([C@H]([C@@H]([C@H](O1)CO)O)O)O)N)O The molecule is a D-glucoside that is derived by formal reaction of the primary hydroxy group of sphingosine at the anomeric position of D-glucose. It derives from a sphingosine. It is a conjugate base of a D-glucosylsphingosine(1+).